C(C=C)OC(=O)C1(CC1)N1C[C@@H]2N(CC([C@@H]2C1)(F)F)C(=O)OC(C)(C)C (cis)-tert-Butyl 5-(1-((allyloxy) carbonyl) cyclopropyl)-3,3-difluorohexahydropyrrolo[3,4-b]pyrrole-1(2H)-carboxylate